7-chloro-5-(2-fluorophenyl)-1-methyl-1H-1,4-benzodiazepin ClC=1C=CC2=C(C(=NC=CN2C)C2=C(C=CC=C2)F)C1